C1(CCCC1)COC1=C(C=CC(=C1)[N+](=O)[O-])N1CCN(CC1)C 1-(2-(cyclopentylmethoxy)-4-nitrophenyl)-4-methylpiperazine